2-chloro-8-fluoro-1,6-naphthyridine-7-carbonitrile ClC1=NC2=C(C(=NC=C2C=C1)C#N)F